ClC1=C(C=C(C=C1)F)C1(NC(C2=C1C(=CC1=C(N(N=C21)C)CCC(F)(F)F)C2=C(C(=O)N)C=C(C=C2F)C(F)(F)F)=O)O (6-(2-chloro-5-fluorophenyl)-6-hydroxy-2-methyl-8-oxo-3-(3,3,3-trifluoropropyl)-2,6,7,8-tetrahydropyrrolo[3,4-g]indazol-5-yl)-3-fluoro-5-(trifluoromethyl)benzamide